tert-Butyl 2,2-dimethyl-3-(5-oxohexahydropyrrolo[3,4-b][1,4]oxazin-6(2H)-yl)propanoate CC(C(=O)OC(C)(C)C)(CN1CC2OCCNC2C1=O)C